COC1=C(C=C(C(=C1)C(F)(F)F)SC)C=1C=NC=CC1 3-(2-methoxy-5-(methylthio)-4-(trifluoromethyl)phenyl)pyridine